methyl (S)-2-(3-chloro-4-(6-((4-chloro-2-fluorobenzyl)oxy)pyridin-2-yl)benzyl)-1-((tetrahydrofuran-2-yl)methyl)-1H-benzo[d]imidazole-6-carboxylate ClC=1C=C(CC2=NC3=C(N2C[C@H]2OCCC2)C=C(C=C3)C(=O)OC)C=CC1C1=NC(=CC=C1)OCC1=C(C=C(C=C1)Cl)F